6-Chloro-N4-{[1-(ethoxymethyl)cyclopentyl]methyl}-N4-methyl-3-nitropyridin-2,4-diamine ClC1=CC(=C(C(=N1)N)[N+](=O)[O-])N(C)CC1(CCCC1)COCC